C=CCCC(CC)=O heptaen-5-one